8-((2s,5r)-4-(6-fluorobenzo[d]thiazol-2-yl)-2,5-dimethylpiperazin-1-yl)-5-methyl-6-oxo-5,6-dihydro-1,5-naphthyridine-2-carbonitrile FC1=CC2=C(N=C(S2)N2C[C@@H](N(C[C@H]2C)C2=CC(N(C=3C=CC(=NC23)C#N)C)=O)C)C=C1